(+/-)-2,6-dimethyl-4-(2,3-dichlorophenyl)-1,4-dihydro-3,5-pyridinedicarboxylic acid methyl ester ethyl ester C(C)OC(=O)C=1[C@@H](C(=C(NC1C)C)C(=O)OC)C1=C(C(=CC=C1)Cl)Cl |r|